(R)-2-((2-fluoro-6-methoxyphenyl)(1H-indol-2-yl)methyl)isoindolin-1-one FC1=C(C(=CC=C1)OC)[C@@H](N1C(C2=CC=CC=C2C1)=O)C=1NC2=CC=CC=C2C1